1-(5-(4-AMINO-7-CYCLOPROPYL-7H-PYRROLO[2,3-D]PYRIMIDIN-5-YL)IMIDAZO[1,2-A]PYRIDIN-8-YL)-3-(4-((4-(2-FLUOROETHYL)PIPERAZIN-1-YL)METHYL)-3-(TRIFLUOROMETHYL)PHENYL)UREA NC=1C2=C(N=CN1)N(C=C2C2=CC=C(C=1N2C=CN1)NC(=O)NC1=CC(=C(C=C1)CN1CCN(CC1)CCF)C(F)(F)F)C1CC1